(E)-3-(4-((E)-2-(2-cyano-4-methoxyphenyl)-1-(1H-indazol-5-yl)but-1-en-1-yl)phenyl)acrylic acid C(#N)C1=C(C=CC(=C1)OC)/C(=C(/C=1C=C2C=NNC2=CC1)\C1=CC=C(C=C1)/C=C/C(=O)O)/CC